18-methyl-triacontane CC(CCCCCCCCCCCCCCCCC)CCCCCCCCCCCC